Methyl 4-{1-[5-iso-propyl-2-methyl-4-(2-methylpropoxy)-phenyl]ethenyl}benzoate C(C)(C)C=1C(=CC(=C(C1)C(=C)C1=CC=C(C(=O)OC)C=C1)C)OCC(C)C